C(C)(C)(C)OC(NC1CC(=NC2=C(C1)C=C(C=C2)Cl)SC)=O tert-Butyl-(7-chloro-2-(methylsulfanyl)-4,5-dihydro-3H-1-benzazepin-4-yl)carbamat